(Z)-6-bromo-1-((dimethylamino)methylene)-3,4-dihydronaphthalen-2(1H)one BrC=1C=C2CCC(\C(\C2=CC1)=C/N(C)C)=O